6-(2,7-diazaspiro[3.5]nonan-7-yl)-7-[4-fluoro-2-(2-methoxyethoxy)phenyl]-4-(1-methylindazol-5-yl)thieno[3,2-c]pyridine C1NCC12CCN(CC2)C2=C(C1=C(C(=N2)C=2C=C3C=NN(C3=CC2)C)C=CS1)C1=C(C=C(C=C1)F)OCCOC